3-methoxy-7-(1-methyl-1H-indazol-5-yl)-N-(4-((4-methylpiperazin-1-yl)methyl)-3-(trifluoromethyl)phenyl)-2-naphthamide COC=1C(=CC2=CC(=CC=C2C1)C=1C=C2C=NN(C2=CC1)C)C(=O)NC1=CC(=C(C=C1)CN1CCN(CC1)C)C(F)(F)F